BrC1=CC(=CC2=C1N=C(OC2=O)C)Cl 8-bromo-6-chloro-2-methyl-4H-benzo[d][1,3]oxazin-4-one